3-((5-nitropyridin-2-yl)amino)propan-1-ol [N+](=O)([O-])C=1C=CC(=NC1)NCCCO